N(=[N+]=[N-])CCOCCOCCN=[N+]=[N-] Azido-2-[2-(2-azidoethoxy)ethoxy]ethane